trifluoromethyl-sulfamide lithium salt [Li+].FC(F)(F)NS(=O)(=O)[NH-]